5-((4,6-difluoro-1H-indol-5-yl)oxy)-2-fluoroaniline FC1=C2C=CNC2=CC(=C1OC=1C=CC(=C(N)C1)F)F